2,2,2-trifluoro-1-(5-fluoro-3,7-dimethyl-1-benzofuran-2-yl)ethanamine FC(C(N)C=1OC2=C(C1C)C=C(C=C2C)F)(F)F